F[P-](F)(F)(F)(F)F.CC[NH3+] methylmethanaminium hexafluorophosphate